N1=C(C=C2N1CCN(C2)C(=O)OCC2=CC=CC=C2)C(=O)OC(C)(C)C 5-O-benzyl 2-O-tert-butyl 6,7-dihydro-4H-Pyrazolo[1,5-a]pyrazine-2,5-dicarboxylate